rac-N-(4-chloro-5-{[3-(3-fluorophenyl)-1,2,4-oxadiazol-5-yl]carbonyl}-1,3-thiazol-2-yl)-N-(4-fluorophenyl)alanine ethyl ester C(C)OC([C@@H](N(C1=CC=C(C=C1)F)C=1SC(=C(N1)Cl)C(=O)C1=NC(=NO1)C1=CC(=CC=C1)F)C)=O |r|